((1r,4r)-4-(((tert-butyldimethylsilyl)oxy)methyl)cyclohexyl)methanol [Si](C)(C)(C(C)(C)C)OCC1CCC(CC1)CO